2,4-bis(4-methoxybenzyl)anisole COC1=CC=C(CC2=C(C=CC(=C2)CC2=CC=C(C=C2)OC)OC)C=C1